O1C(=CC=C1C(=O)Cl)C(=O)Cl 2,5-furanedicarbonyl dichloride